ClC1=C(CC(C=C1)(C)O)C.[Na] sodium p-chloro-m-xylenol